CN(S(=O)(=O)C(F)(F)F)CC N-methyl-N-ethyltrifluoromethanesulfonamide